3-amino-5-benzyl-4H-1,2,4-triazole NC1=NN=C(N1)CC1=CC=CC=C1